N-(1-(3-(5-Formylthiophen-2-yl)phenyl)ethyl)-2-methyl-5-((1-methyl-1H-pyrazol-4-yl)amino)benzamide C(=O)C1=CC=C(S1)C=1C=C(C=CC1)C(C)NC(C1=C(C=CC(=C1)NC=1C=NN(C1)C)C)=O